FC1C(OC2=NC=CC=C21)(C)C fluoro-2,2-dimethyl-3H-furo[2,3-b]pyridine